5-{4-Fluoro-2-[(piperidin-4-yl)oxy]-1,3-benzothiazol-6-yl}-2-methyl-2H-indazol-7-carbonitril FC1=CC(=CC2=C1N=C(S2)OC2CCNCC2)C2=CC1=CN(N=C1C(=C2)C#N)C